4-methoxy-2-(methylsulfanyl)-5-(4,4,5,5-tetramethyl-1,3,2-dioxaborolan-2-yl)pyrimidine COC1=NC(=NC=C1B1OC(C(O1)(C)C)(C)C)SC